bis(2-hydroxy-2-propyl)-benzene OC(C)(C)C1=C(C=CC=C1)C(C)(C)O